ClCC1=NC=CC=N1 2-chloromethylpyrimidine